(4E)-4-(methoxymethylidene)-2-methyloxane CO\C=C/1\CC(OCC1)C